COC(C1=C(C(=NC(=C1)C1=CN=CS1)Br)N)=O 3-amino-2-bromo-6-(thiazol-5-yl)isonicotinic acid methyl ester